(2-amino-3-bromo-5-fluorophenyl)(2-methyl-2,4,6,7-tetrahydro-5H-pyrazolo[4,3-c]pyridin-5-yl)methanone NC1=C(C=C(C=C1Br)F)C(=O)N1CC=2C(CC1)=NN(C2)C